ClC1=C2N=CN(C2=NC(=N1)N)CC1=NC=C(C(=C1C)OC)C 6-chloro-9-[(4-methoxy-3,5-dimethyl-2-pyridyl)methyl]-9H-purin-2-amine